N-(4-(((2S,4R)-2-methyl-1-propionyl-1,2,3,4-tetrahydroquinolin-4-yl)amino)phenyl)-2-(3-(4-(2-(6-methylpyridin-3-yl)ethoxy)phenyl)ureido)acetamide C[C@@H]1N(C2=CC=CC=C2[C@@H](C1)NC1=CC=C(C=C1)NC(CNC(=O)NC1=CC=C(C=C1)OCCC=1C=NC(=CC1)C)=O)C(CC)=O